C(C)O[Si](CCCSSSSCCC[Si](OCC)(OCC)OCC)(OCC)OCC bis(3-triethoxysilylpropyl) tetrasulfide